C(C)(C)(C)OC(NC1(CCN(CC1)C1=NC(=C(C(=N1)C#N)Br)C)C)=O (1-(5-Bromo-4-cyano-6-methylpyrimidin-2-yl)-4-methylpiperidin-4-yl)carbamic acid tert-butyl ester